9-(1-{2-amino-3-[(2-hydroxyethyl)amino]-2-methyl-3-oxopropyl}azetidin-3-yl)oxy-5,5-dihydroxy-6-oxa-5-boranuidatricyclo[5.4.0.02,4]undeca-1(7),8,10-triene-8-carboxylate NC(CN1CC(C1)OC1=C(C=2O[B-](C3CC3C2C=C1)(O)O)C(=O)[O-])(C(=O)NCCO)C